Di-(2,4-di-t-butylphenyl)pentaerythritol diphosphite OP(O)OP(O)O.C(C)(C)(C)C1=C(C=CC(=C1)C(C)(C)C)C(O)(C(CO)(CO)CO)C1=C(C=C(C=C1)C(C)(C)C)C(C)(C)C